4-methylene-5-methyl-1,3-dioxolan-2-one C=C1OC(OC1C)=O